benzimidazoleselon N=1C(N=C2C1C=CC=C2)=[Se]